(R)-3-(4-bromo-3-fluorophenyl)-5-hydroxymethyl-oxazolidine BrC1=C(C=C(C=C1)N1CO[C@H](C1)CO)F